1-N-(cis-4-(2,2-Difluoroethoxy)cyclohexyl)-5-(imidazo[1,2-b]pyridazin-6-yl)-7H-pyrrolo[2,3-d]pyrimidin-2-amine FC(CO[C@H]1CC[C@H](CC1)N1C(N=CC2=C1NC=C2C=2C=CC=1N(N2)C=CN1)N)F